ClC1(C(C1)(CCCCCC)C=1C=C(C=2[C@H]3[C@H](C(OC2C1)(C)C)CC=C(C3)C)O)Cl (6Ar,10aR)-3-(2,2-dichloro-1-hexylcyclopropyl)-6,6,9-trimethyl-6a,7,10,10a-tetrahydrobenzo[c]chromen-1-ol